Rubidium methylanthracenedisulfonate COS(=O)(=O)C=1C(=CC=C2C=C3C=CC=CC3=CC12)S(=O)(=O)[O-].[Rb+]